C(C)OC(CC(=O)N(CC(=O)OCC)C(C)(C)C)=O.ClC1=C(C=CC(=C1)Cl)C1C(CC1)=O (2,4-dichlorophenyl)cyclobutan-1-one ethyl-3-(tert-butyl-(2-ethoxy-2-oxoethyl)amino)-3-oxopropionate